[Pd].C(C)(C)(C)P(C(C)(C)C)C(C)(C)C (tri-t-butylphosphine) palladium (0)